(S)-2-((S)-4,4-difluoro-3-(6-(hydroxymethyl)-5-oxo-4,5-dihydropyrazin-2-yl)piperidin-1-yl)-N-(2,2-difluoro-[1,3]dioxolo[4',5':4,5]benzo[1,2-d]thiazol-6-yl)propanamide FC1([C@@H](CN(CC1)[C@H](C(=O)NC=1SC2=C(N1)C=C1C(=C2)OC(O1)(F)F)C)C=1N=C(C(NC1)=O)CO)F